3-methoxy-4-{[3-(4-{[(1S,4S)-4-{1-oxa-7-azaspiro[3.5]nonan-7-yl}cyclohexyl]amino}-1-(2,2,2-trifluoroethyl)-1H-indol-2-yl)prop-2-yn-1-yl]amino}benzene-1-sulfonamide COC=1C=C(C=CC1NCC#CC=1N(C2=CC=CC(=C2C1)NC1CCC(CC1)N1CCC2(CCO2)CC1)CC(F)(F)F)S(=O)(=O)N